(R)-1-(3,3-difluoro-4-((5-(4-fluoro-1-(2-fluoroethyl)-1H-benzo[d]imidazol-6-yl)-4-methoxypyrrolo[2,1-f][1,2,4]triazin-2-yl)amino)piperidin-1-yl)ethan-1-one FC1(CN(CC[C@H]1NC1=NN2C(C(=N1)OC)=C(C=C2)C=2C=C(C1=C(N(C=N1)CCF)C2)F)C(C)=O)F